(1R,2R)-3-(2-([1,1'-biphenyl]-4-yl)acetamido)-1-((2R,3R,4S,6R)-acetoxy-3-(2-acetoxyacetamido)-6-(methoxycarbonyl)-6-(p-tolylthio)tetrahydro-2H-pyran-2-yl)propane-1,2-diyl diacetate C(C)(=O)O[C@H]([C@@H](CNC(CC1=CC=C(C=C1)C1=CC=CC=C1)=O)OC(C)=O)[C@@]1(O[C@](CC[C@H]1NC(COC(C)=O)=O)(SC1=CC=C(C=C1)C)C(=O)OC)OC(C)=O